(R)-7-fluoro-3,4-dihydro-5H-spiro[benzo[f][1,4]oxazepine-2,3'-pyrrolidin]-5-one FC=1C=CC2=C(C(NC[C@@]3(CNCC3)O2)=O)C1